[C@]12(CCCC3=CC=CC=C13)COC1=CC=C3C(NS(CCOCCC[C@H]4CC[C@@H]4CN(C2)C1=C3)(=O)=O)=O (3S,6R,22S)-3',4'-dihydro-2'H,15H-spiro[10,20-dioxa-13-thia-1,14-diazatetracyclo[14.7.2.03,6.019,24]pentacosa-16,18,24-triene-22,1'-naphthalen]-15-one 13,13-dioxide